OC1=CC(=C(C=C1)[O-])CO 4-hydroxy-2-(hydroxymethyl)phenolate